[2-(3,4,5-trifluorophenyl)phenyl]pyrazole-4-carboxamide FC=1C=C(C=C(C1F)F)C1=C(C=CC=C1)C1=NNC=C1C(=O)N